C(C)OC=1C=C(C=CC1O)/C=C/C(=O)C1=CC=C(C=C1)C(F)(F)F (E)-3-(3-Ethoxy-4-hydroxyphenyl)-1-[4-(trifluoromethyl)phenyl]prop-2-en-1-one